(1S,6R,7R)-N-((1R,2R,4S)-7-cyano-7-azabicyclo[2.2.1]heptan-2-yl)-3-(3,5-dichlorophenyl)-3-azabicyclo[4.1.0]heptane-7-carboxamide C(#N)N1[C@H]2[C@@H](C[C@@H]1CC2)NC(=O)[C@@H]2[C@@H]1CCN(C[C@H]21)C2=CC(=CC(=C2)Cl)Cl